N1-(6-(2,6-dichloro-3,5-dimethoxyphenyl)-4,5,6,7-tetrahydro-1H-indazol-3-yl)-6-methylbenzene-1,2-diamine ClC1=C(C(=C(C=C1OC)OC)Cl)C1CCC=2C(=NNC2C1)NC=1C(=CC=CC1C)N